2-(1H-indol-2-yl)ethan-1-one N1C(=CC2=CC=CC=C12)CC=O